ClC=1C=C(C=CC1F)[C@H](NC(=O)[C@@H]1CNC(C1)=O)C1=CC=C(C=C1)C#N |o1:8| (S)-N-((R or S)-(3-chloro-4-fluorophenyl)(4-cyanophenyl)methyl)-5-oxopyrrolidine-3-carboxamide